1-N-[2-[4-(hydroxymethyl)cyclohexyl]-6-methoxy-indazol-5-yl]-5-(trifluoromethyl)pyrazolo[1,5-a]pyrimidine-3-carboxamide OCC1CCC(CC1)N1N=C2C=C(C(=CC2=C1)N1CC(=C2N1C=CC(=N2)C(F)(F)F)C(=O)N)OC